OC12OC3=C(C1(C(C1=CC=CC=C12)=O)NC(CCC(=O)O)=O)C=CC(=C3)C(C)C 4-((4b-hydroxy-7-isopropyl-10-oxo-4b,10-dihydro-9bH-indeno[1,2-b]benzofuran-9b-yl)amino)-4-oxobutanoic acid